N-(3-(6-(difluoromethoxy)-1H-benzo[d]imidazol-2-yl)phenyl)-5-(pyrimidin-4-yl)pyrazin-2-amine FC(OC=1C=CC2=C(NC(=N2)C=2C=C(C=CC2)NC2=NC=C(N=C2)C2=NC=NC=C2)C1)F